2-({(3R)-2-[(4-methylphenyl)sulfonyl]-1,2,3,4-tetrahydroisoquinolin-3-yl}methyl)-3-(morpholin-4-yl)-3-oxopropanoic acid CC1=CC=C(C=C1)S(=O)(=O)N1CC2=CC=CC=C2C[C@H]1CC(C(=O)O)C(=O)N1CCOCC1